2-diazo-3',6'-bis(3-(dimethylamino)azetidin-1-yl)-3-oxo-2,3-dihydrospiro[indene-1,9'-xanthene]-6-carboxamide [N+](=[N-])=C1C(C2=CC=C(C=C2C12C1=CC=C(C=C1OC=1C=C(C=CC21)N2CC(C2)N(C)C)N2CC(C2)N(C)C)C(=O)N)=O